ethyl 5-(2-((tert-butoxycarbonyl) amino) ethyl)-1-methyl-4,5,6,7-tetrahydro-1H-pyrrolo[3,2-C]pyridine-3-carboxylate C(C)(C)(C)OC(=O)NCCN1CC2=C(CC1)N(C=C2C(=O)OCC)C